3,9-dimethoxy-5,7-dihydrodibenzo[c,e]thiepine 6,6-dioxide COC=1C=CC2=C(CS(CC3=C2C=CC(=C3)OC)(=O)=O)C1